FC1C(CNC1)NC(=O)C1CNCCO1 N-(4-fluoropyrrolidin-3-yl)morpholine-2-carboxamide